2-dimethylamino-4-hydroxymethyl-1,3-dimethylimidazolinium CN(C1[NH+](CC(N1C)CO)C)C